FC1=CC=C(CNC2=NC=CC(=C2)C2=CC(=NC=C2)N2CCC(CC2)C)C=C1 N-(4-fluorobenzyl)-2'-(4-methylpiperidin-1-yl)-[4,4'-bipyridin]-2-amine